COCC(C(=O)O)N1CCN(CC1)C 3-methoxy-2-(4-methylpiperazin-1-yl)propionic acid